1-(2-(pyrazolo[1,5-a]pyrimidin-6-yl)-2-azaspiro[3.3]heptan-6-yl)-3-(3-(trifluoromethyl)phenyl)urea N1=CC=C2N1C=C(C=N2)N2CC1(C2)CC(C1)NC(=O)NC1=CC(=CC=C1)C(F)(F)F